(S)-2-((4-(2-benzyl-2H-pyrazolo[3,4-b]pyridin-6-yl)piperazin-1-yl)methyl)-1-(oxetan-2-ylmethyl)-1H-benzo[d]imidazole-6-carboxylic acid methyl ester COC(=O)C=1C=CC2=C(N(C(=N2)CN2CCN(CC2)C=2C=CC=3C(N2)=NN(C3)CC3=CC=CC=C3)C[C@H]3OCC3)C1